[Mg].[Ca].[Fe].[Al] aluminum iron calcium magnesium